p-menthenyl-carbon C1(CC(C(=CC1)C(C)C)[C])C